4-(2-((1-(4-acrylamidophenyl)-1H-pyrazol-4-yl)amino)-5-chloropyrimidin-4-yl)-1H-pyrazole-1-carboxylic acid tert-butyl ester C(C)(C)(C)OC(=O)N1N=CC(=C1)C1=NC(=NC=C1Cl)NC=1C=NN(C1)C1=CC=C(C=C1)NC(C=C)=O